N-(3-(4,6-dimethylpyrimidin-5-yl)-4-(2-(pyrrolidin-1-yl)ethoxy)phenyl)cyclopropanecarboxamide CC1=NC=NC(=C1C=1C=C(C=CC1OCCN1CCCC1)NC(=O)C1CC1)C